FC=1C(=C(C=CC1)NN1C(=CC=2C(NCCC21)=O)C2=C(C=NC=C2)C#CC2COC2)OC [(3-fluoro-2-methoxyphenyl)amino]-2-[3-[2-(oxetan-3-yl)ethynyl]pyridin-4-yl]-1H,5H,6H,7H-pyrrolo[3,2-c]pyridin-4-one